tert-butyl 4-(5-(6-chlorofuro[3,2-b]pyridin-3-yl)pyridin-2-yl)piperazine-1-carboxylate ClC=1C=C2C(=NC1)C(=CO2)C=2C=CC(=NC2)N2CCN(CC2)C(=O)OC(C)(C)C